methyl 4-acetamido-1-(1-(difluoromethyl) cyclopropyl)-6-oxo-1,6-dihydropyridine-3-carboxylate C(C)(=O)NC=1C(=CN(C(C1)=O)C1(CC1)C(F)F)C(=O)OC